C(C)(C)(C)C1=CC(=NC=C1)N1N=CC(=C1)S(=O)(=O)NC=1C=CC=C2C=NN(C12)C 1-(4-(TERT-BUTYL)PYRIDIN-2-YL)-N-(1-METHYL-1H-INDAZOL-7-YL)-1H-PYRAZOLE-4-SULFONAMIDE